2-(((1R)-1-(3-(6-oxa-3-azabicyclo-[3.1.1]heptan-3-yl)-2-cyano-7-methylquinoxalin-5-yl)ethyl)amino)-benzoic acid C12CN(CC(O1)C2)C=2C(=NC1=CC(=CC(=C1N2)[C@@H](C)NC2=C(C(=O)O)C=CC=C2)C)C#N